2-(4-(4,4,5,5-tetramethyl-1,3,2-dioxaborolan-2-yl)phenyl)propan-2-amine CC1(OB(OC1(C)C)C1=CC=C(C=C1)C(C)(C)N)C